N-(2,4-difluoro-3-iodophenyl)isoquinoline-5-sulfonamide FC1=C(C=CC(=C1I)F)NS(=O)(=O)C=1C=2C=CN=CC2C=CC1